3-iodo-1-(tetrahydro-2H-pyran-2-yl)-1H-indazol-5-amine IC1=NN(C2=CC=C(C=C12)N)C1OCCCC1